N-(1-((2R,4S,5R)-5-((bis(4-methoxyphenyl)(phenyl)methoxy)methyl)-4-hydroxytetrahydrofuran-2-yl)-2-oxo-1,2-dihydropyrimidin-4-yl)isobutyramide COC1=CC=C(C=C1)C(OC[C@@H]1[C@H](C[C@@H](O1)N1C(N=C(C=C1)NC(C(C)C)=O)=O)O)(C1=CC=CC=C1)C1=CC=C(C=C1)OC